BrC=1C=C2CN(C(C2=CC1)C1=CC=CC=C1)C(CCCC)=O 1-(5-Bromo-1-phenylisoindolin-2-yl)pentan-1-one